(R)-3-(1-((7-methoxy-2-methyl-6-(4-(piperazin-1-yl)piperidine-1-yl)quinazolin-4-yl)amino)ethyl)-2-methylbenzonitrile COC1=C(C=C2C(=NC(=NC2=C1)C)N[C@H](C)C=1C(=C(C#N)C=CC1)C)N1CCC(CC1)N1CCNCC1